2-chloro-7-((4-(2-methoxyethyl)piperazin-1-yl)methyl)-N-(1-(3,4,5-trimethoxyphenyl)-1H-imidazol-4-yl)pyrrolo[2,1-f][1,2,4]triazin-4-amine ClC1=NN2C(C(=N1)NC=1N=CN(C1)C1=CC(=C(C(=C1)OC)OC)OC)=CC=C2CN2CCN(CC2)CCOC